[S].[Ag].[Se].[Ag] silver selenium-silver sulfur